ClC=1C(=C(NC=2C3=C(N=CN2)C=CC(=N3)O[C@@H]3CN(CC3)C(=O)OC(C)(C)C)C=CC1C1(CC1)C#N)F tert-butyl (3S)-3-[4-[3-chloro-4-(1-cyanocyclopropyl)-2-fluoro-anilino]pyrido[3,2-d]pyrimidin-6-yl]oxypyrrolidine-1-carboxylate